4-methoxytriphenylmethyl chloride COC1=CC=C(C=C1)C(C2=CC=CC=C2)(C3=CC=CC=C3)Cl